COC1=C(C=CC=C1)C(C)N(C(=O)C1=C(OC=2N=CN=C(C21)NC2(CC2)C)C)C N-[1-(2-methoxyphenyl)ethyl]-N,6-dimethyl-4-[(1-methylcyclopropyl)amino]furo[2,3-d]pyrimidine-5-carboxamide